C(C)OCC1=NN=C(S1)C1=CC(=C(C(=O)N([C@H]2CNCCC2)C2=NC=CC3=CC(=CC(=C23)C)F)C=C1)F 4-[5-(ethoxymethyl)-1,3,4-thiadiazol-2-yl]-2-fluoro-N-(6-fluoro-8-methyl-1-isoquinolyl)-N-[(3R)-3-piperidyl]benzamide